methyl 1,2-diazaspiro[2.3]hex-1-en-5-carboxylate N1=NC12CC(C2)C(=O)OC